Boc-3-nitro-D-phenylalanine C(=O)(OC(C)(C)C)N[C@H](CC1=CC(=CC=C1)[N+](=O)[O-])C(=O)O